(4R)-4-cyano-N-((4-(3-hydroxy-3-phenylpyrrolidin-1-yl)pyridin-2-yl)methyl)-4-methylisochromane-6-carboxamide C(#N)[C@@]1(COCC2=CC=C(C=C12)C(=O)NCC1=NC=CC(=C1)N1CC(CC1)(C1=CC=CC=C1)O)C